C(CCCCCCC)(=O)[O-] caprylic acid anion